N6-[(2R)-2-amino-2-(2-fluorophenyl)ethyl]-N4-tert-butyl-1-methyl-pyrazolo[3,4-d]pyrimidine-4,6-diamine N[C@@H](CNC1=NC(=C2C(=N1)N(N=C2)C)NC(C)(C)C)C2=C(C=CC=C2)F